ClC1=C(OC2=NC=C(C(=C2)S(=O)(=O)NC2CC(C2)OC)O)C(=CC(=C1)N1N=C(C(NC1=O)=O)C(F)F)Cl 2-(2,6-dichloro-4-(6-(difluoromethyl)-3,5-dioxo-4,5-dihydro-1,2,4-triazin-2(3H)-yl)phenoxy)-5-hydroxy-N-((1s,3s)-3-methoxycyclobutyl)pyridine-4-sulfonamide